E-2-chloro-1,1,1,3,4,4,4-heptafluorobut-2-ene Cl\C(\C(F)(F)F)=C(/C(F)(F)F)\F